(S)-2,7-Dichloro-5-((4,4-difluoroazepan-2-yl)methoxy)-8-fluoropyrido[4,3-d]pyrimidin-4(3H)-one ClC=1NC(C2=C(N1)C(=C(N=C2OC[C@H]2NCCCC(C2)(F)F)Cl)F)=O